2-(2,6-dioxopiperidin-3-yl)-5-((7-(methylamino)heptyl)oxy)isoindoline-1,3-dione O=C1NC(CCC1N1C(C2=CC=C(C=C2C1=O)OCCCCCCCNC)=O)=O